isopropyltitanium triisostearate C(CCCCCCCCCCCCCCC(C)C)(=O)[O-].C(CCCCCCCCCCCCCCC(C)C)(=O)[O-].C(CCCCCCCCCCCCCCC(C)C)(=O)[O-].C(C)(C)[Ti+3]